2,5,6-trimethylcyclohex-2-en-1-one CC=1C(C(C(CC1)C)C)=O